6-bromo-1-(2,2-difluoroethyl)-7-fluoro-indazole BrC1=CC=C2C=NN(C2=C1F)CC(F)F